CN(C1=CC=C(C(=O)OCCCCC)C=C1)C amyl 4-(dimethylamino)-benzoate